C(C)(=O)C=1N(C(C=CC1C(=O)OCC)=O)C Ethyl 2-acetyl-1-methyl-6-oxo-1,6-dihydropyridine-3-carboxylate